silicon dioxide tungsten [W].[Si](=O)=O